NC=1C=CC(=NC1Cl)C1=CNC2=CC=C(C=C12)NC(C=C)=O N-[3-(5-amino-6-chloropyridin-2-yl)-1H-indol-5-yl]prop-2-enamide